C1=CC=CC2=C1N1C(S2)=NC2=C1C=CC=C2 benzo[d]benzo[4,5]imidazo[2,1-b]thiazole